C(C1=CC=CC=C1)O[C@H]1[C@@H](N(CC1)C(=O)OCC1=CC=CC=C1)COC1CC=C(CC1)C=1C(=NC=CC1)OCC(=O)OCC benzyl (2S,3R)-3-(benzyloxy)-2-[([4-[2-(2-ethoxy-2-oxoethoxy)pyridin-3-yl]cyclohex-3-en-1-yl]oxy)methyl]pyrrolidine-1-carboxylate